(2R,4R)-7-bromo-6-chloro-4-hydroxy-N-(3-{4-[5-(trifluoromethoxy)pyridin-2-yl]-1H-pyrazol-1-yl}bicyclo[1.1.1]pentan-1-yl)-3,4-dihydro-2H-1-benzopyran-2-carboxamide BrC1=CC2=C([C@@H](C[C@@H](O2)C(=O)NC23CC(C2)(C3)N3N=CC(=C3)C3=NC=C(C=C3)OC(F)(F)F)O)C=C1Cl